[Na+].[Na+].[Na+].C(=O)([O-])CN([C@@H](C)C(=O)[O-])CC(=O)[O-] N,N-di(carboxymethyl)alanine trisodium salt